N-(4-anilinophenyl)phenylformamide N(C1=CC=CC=C1)C1=CC=C(C=C1)N(C=O)C1=CC=CC=C1